CS(=O)(=O)N1CCN(CC1)C1=NC(=NC(=N1)N1CCN(CC1)S(=O)(=O)C)C1=CC2=C(N=C(O2)N)C=C1 6-(4,6-bis(4-(methylsulfonyl)piperazin-1-yl)-1,3,5-triazin-2-yl)benzo[d]oxazol-2-amine